2,6-Diphenylanthracene C1(=CC=CC=C1)C1=CC2=CC3=CC=C(C=C3C=C2C=C1)C1=CC=CC=C1